C(C)(C)(C)OC(=O)N1C(CN(CC1)C1=NC=C(C=C1)OC\C(=C\F)\CNC(=O)OC(C)(C)C)=O 4-[5-[(E)-2-[(tert-Butoxycarbonylamino)methyl]-3-fluoro-allyloxy]-2-pyridyl]-2-oxo-piperazine-1-carboxylic acid tert-butyl ester